FC=1C=C2C(N(C=NC2=CC1C1=NC=C(C(=N1)N1CC(C1)O)C(F)(F)F)CCC[C@H](C)NC=1C=NNC(C1C(F)(F)F)=O)=O (S)-6-fluoro-7-(4-(3-hydroxyazetidin-1-yl)-5-(trifluoromethyl)pyrimidin-2-yl)-3-(4-((6-oxo-5-(trifluoromethyl)-1,6-dihydropyridazin-4-yl)amino)pentyl)quinazolin-4(3H)-one